[N-](S(=O)(=O)C(F)(F)F)S(=O)(=O)C(F)(F)F.C(CCCCCCCCC)N1CN(C=C1)C 1-decyl-3-methylimidazole bistrifluoromethanesulfonimide salt